C(C1=CC=CC=C1)(=O)N1CC(CCC1)C(=O)N1CCN(CC1)C1=CC=NC2=CC(=CC=C12)F (1-benzoylpiperidin-3-yl)(4-(7-fluoroquinolin-4-yl)piperazin-1-yl)methanone